(R)-3-(3-Amino-5-(2-benzyl-4-(methylsulfonyl)piperazin-1-yl)-1H-pyrazolo[4,3-d]pyrimidin-1-yl)-6-chloro-2-fluoro-5-(trifluoromethyl)phenol NC1=NN(C2=C1N=C(N=C2)N2[C@@H](CN(CC2)S(=O)(=O)C)CC2=CC=CC=C2)C=2C(=C(C(=C(C2)C(F)(F)F)Cl)O)F